ClC1=CC(=NC2=NC=C(C=C12)N1C[C@@H](NC2(CC2)C1)C)C1=CC2=CN(N=C2C(=C1OCOC)C)C 4-chloro-2-[6-(methoxymethoxy)-2,7-dimethylindazol-5-yl]-6-[(5S)-5-methyl-4,7-diazaspiro[2.5]octan-7-yl]-1,8-naphthyridine